FC(CN1N=CC=2C1=NC(=CN2)N2CC1(CN(C1)C=1C=NC(=NC1)C(C)(F)F)CC2)F 1-(2,2-difluoroethyl)-6-(2-(2-(1,1-difluoroethyl)pyrimidin-5-yl)-2,6-diazaspiro[3.4]octan-6-yl)-1H-pyrazolo[3,4-b]pyrazine